OC1=CC=C(C=N1)C1=CN=CC(=N1)C(=O)OC methyl 6-(6-hydroxypyridin-3-yl)pyrazine-2-carboxylate